6-Chloro-3-methyl-1,3-dihydro-2H-imidazo[4,5-c]pyridin-2-one ClC1=CC2=C(C=N1)N(C(N2)=O)C